CC(C)(C(CC(C(C)(C)C)=O)=O)C.CC(C)(C(CC(C(C)(C)C)=O)=O)C.CC(C)(C(CC(C(C)(C)C)=O)=O)C.[Cr+3] chromium (III) tris(2,2,6,6-tetramethyl-3,5-heptanedione)